FC(C1=CC=C(C=C1)CNC(=O)N1[C@H](CCC1)C(=O)NC1=CC=C(C=C1)C1=CC=C(C=C1)C(=O)O)F 4'-{[1-({[4-(difluoromethyl)phenyl]methyl}carbamoyl)-D-prolyl]amino}[1,1'-biphenyl]-4-carboxylic acid